phosphinic acid [PH2](O)=O